BrC=1C=NN(C1)C1CN(CC1)C(=O)OC(C)(C)C tert-butyl 3-(4-bromo-1H-pyrazol-1-yl)pyrrolidine-1-carboxylate